6-amino-2-[4-(aminomethyl)-8-oxa-2-azaspiro[4.5]decan-2-yl]-5-(2,3-dichlorophenyl)pyrimidine-4-carboxamide NC1=C(C(=NC(=N1)N1CC2(C(C1)CN)CCOCC2)C(=O)N)C2=C(C(=CC=C2)Cl)Cl